N-((2-(6-(2,2-difluorocyclopropyl)-2,3-dihydro-4H-pyrido[3,2-b][1,4]oxazin-4-yl)-1,6-naphthyridin-7-yl)methyl)-3-((difluoromethyl)sulfonyl)benzofuran-5-carboxamide FC1(C(C1)C=1C=CC=2OCCN(C2N1)C1=NC2=CC(=NC=C2C=C1)CNC(=O)C=1C=CC2=C(C(=CO2)S(=O)(=O)C(F)F)C1)F